[3-(1H-imidazol-2-yl)propyl]amine N1C(=NC=C1)CCCN